4-(((6-fluoro-3-methyl-2-oxo-2,3-dihydro-1H-pyrazolo[1,5,4-de]quinoxalin-8-yl)methyl)piperazin-1-yl)-N-methylpyridineamide FC1=NN2C(C(NC=3C=C(C=C1C23)CC2N(CCNC2)C2=CC(=NC=C2)C(=O)NC)=O)C